aminotriazoline NN1N=NCC1